3-[4-chloro-3-(pyridin-2-yl)phenyl]Urea ClC1=C(C=C(C=C1)NC(N)=O)C1=NC=CC=C1